C1C(CC2=CC=CC=C12)NCC(=O)N[C@@H](C(=O)N[C@@H](C(=O)OCC1=CC=CC=C1)CC(C)C)CC1=CC=CC=C1 (R)-benzyl 2-((R)-2-(2-((2,3-dihydro-1H-inden-2-yl) amino) acetylamino)-3-phenylpropionylamino)-4-methylpentanoate